C(N)(=O)C=1C(=NN(C1)C1(C(CN(CC1)CC1=CC=C(C=C1)C=1N=C(SC1)C)F)CC#N)NC(OC)=O methyl N-[4-carbamoyl-1-[4-(cyanomethyl)-3-fluoro-1-[[4-(2-methylthiazol-4-yl)phenyl]methyl]-4-piperidyl]pyrazol-3-yl]carbamate